ClC=1N=C2N(C=CC(=C2)S(=O)(=O)N[C@@H](C(F)(F)F)C2=CC=C(C=C2)Cl)C1 (R)-chloro-N-(1-(4-chlorophenyl)-2,2,2-trifluoroethyl)imidazo[1,2-a]pyridine-7-sulfonamide